BrC=1C=C(C=CC1)S(=O)(=O)N1CCC(CC1)NC(OC(C)(C)C)=O tert-butyl (1-((3-bromophenyl)sulfonyl)piperidin-4-yl)carbamate